1-(2-chlorophenyl)-7-hydroxy-2-(2-hydroxyethyl)-5-methyl-1,2,3,4,4a,5-hexahydrodipyrido[1,2-b:2',1'-f][1,2,4]triazine-6,8-dione ClC1=C(C=CC=C1)C1C(CCC2N1N1C(C(N2C)=O)=C(C(C=C1)=O)O)CCO